3-fluoro-4-(7-fluoro-1H-pyrrolo[3,2-c]pyridin-4-yl)-N-[trans-4-(2-hydroxypropan-2-yl)cyclohexyl]benzamide FC=1C=C(C(=O)N[C@@H]2CC[C@H](CC2)C(C)(C)O)C=CC1C1=NC=C(C2=C1C=CN2)F